Cl.FC(OC1=CC=C(CC2(CCNCC2)C#N)C=C1)(F)F 4-(4-(trifluoromethoxy)benzyl)piperidine-4-carbonitrile hydrochloride